5-amino-1-(4,4-difluorocyclohexyl)-1H-pyrazole-4-carboxylic acid ethyl ester C(C)OC(=O)C=1C=NN(C1N)C1CCC(CC1)(F)F